[OH-].[NH4+] Ammonium Hydroxide